(2R,3R,5R,6S)-5-((tert-butyldiphenylsilyl)oxy)-6-methyl-2-(((R)-5-oxopentan-2-yl)oxy)tetrahydro-2H-pyran-3-yl benzoate C(C1=CC=CC=C1)(=O)O[C@H]1[C@@H](O[C@H]([C@@H](C1)O[Si](C1=CC=CC=C1)(C1=CC=CC=C1)C(C)(C)C)C)O[C@H](C)CCC=O